4-[(7-chloro-1,6-naphthyridin-2-yl)methylene]Piperidine-1-carboxylic acid tert-butyl ester C(C)(C)(C)OC(=O)N1CCC(CC1)=CC1=NC2=CC(=NC=C2C=C1)Cl